2-[2-[3-[(1,3-Dihydro-3,3-dimethyl-1-propyl-2H-indol-2-ylidene)ethylidene]-2-(phenylthio)-1-cyclohexen-1-yl]ethenyl]-3,3-dimethyl-1-propylindolium CC1(C(N(C2=CC=CC=C12)CCC)=CC=C1C(=C(CCC1)C=CC1=[N+](C2=CC=CC=C2C1(C)C)CCC)SC1=CC=CC=C1)C